(3S,4R)-4-((4-methoxy-5-(pyrazolo[1,5-a]pyridin-5-yl)-7H-pyrrolo[2,3-d]pyrimidin-2-yl)amino)tetrahydro-2H-pyran-3-ol COC=1C2=C(N=C(N1)N[C@H]1[C@@H](COCC1)O)NC=C2C2=CC=1N(C=C2)N=CC1